2-(4-methylbenzenesulfonyl)-3-methylbutanoic acid CC1=CC=C(C=C1)S(=O)(=O)C(C(=O)O)C(C)C